O1CC(C1)N1CCN(CC1)CC1=CC=C(N=N1)OC=1C=CC=2N(C1)N=CC2B2OC(C(O2)(C)C)(C)C 6-[6-[[4-(oxetan-3-yl)piperazin-1-yl]methyl]pyridazin-3-yl]oxy-3-(4,4,5,5-tetramethyl-1,3,2-dioxaborolan-2-yl)pyrazolo[1,5-a]pyridine